S1C=NC2=C1C=CC(=C2)NC2=C1C(=NC=C2)SC(=C1)C1C(N(CCC1)CCCNC(OC(C)(C)C)=O)C tert-butyl (3-(3-(4-(benzo[d]thiazol-5-ylamino)thieno[2,3-b]pyridin-2-yl)-2-methyl-piperidin-1-yl)propyl)carbamate